(7R)-N-{3-[2-(4-chloro-3-fluorophenoxy)acetamido]bicyclo[1.1.1]pentan-1-yl}-2,2-difluoro-7-methyl-6,7-dihydro-2H-furo[2,3-f][1,3]benzodioxole-7-carboxamide ClC1=C(C=C(OCC(=O)NC23CC(C2)(C3)NC(=O)[C@]3(COC2=CC4=C(OC(O4)(F)F)C=C23)C)C=C1)F